1-Methyl-2-(6-trifluoromethoxy-benzothiazol-2-ylamino)-1H-benzoimidazole-5-carboxylic acid {2-oxo-2-[4-(pyrimidin-2-yloxy)-piperidin-1-yl]-ethyl}-amide O=C(CNC(=O)C1=CC2=C(N(C(=N2)NC=2SC3=C(N2)C=CC(=C3)OC(F)(F)F)C)C=C1)N1CCC(CC1)OC1=NC=CC=N1